C(C1=CC=CC=C1)OC(CCCCCCCC(C(=O)O)CCCCCCCC(=O)OCC1=CC=CC=C1)=O 10-(benzyloxy)-2-[8-(benzyloxy)-8-oxo-octyl]-10-oxo-decanoic acid